ClC=1C=C(C2=C(SC3=C2C=CC=C3)C1)N(C1=CC=CC=C1)C1=CC=CC=C1 3-chloro-N,N-diphenyldibenzo[b,d]thiophen-1-amine